N-(2-{4-amino-2-ethoxymethyl-7-[6-(methylsulfonylamino)hexyloxy]-1H-imidazo[4,5-c]quinolin-1-yl}-1,1-dimethylethyl)methanesulfonamide NC1=NC=2C=C(C=CC2C2=C1N=C(N2CC(C)(C)NS(=O)(=O)C)COCC)OCCCCCCNS(=O)(=O)C